C(C1=CC=CC=C1)OC(C)[C@H]1N(SC=N1)CC1=NC=CN=C1C (R)-3-(1-(Benzyloxy)ethyl)-N-((3-methylpyrazin-2-yl)methyl)-1,2,4-thiadiazole